2-propanyl (2E)-3-[(2R,5aR,6S,7R,8aS)-6-({[dimethyl(2-methyl-2-propanyl)silyl]oxy}methyl)-7-(tetrahydro-2H-pyran-2-yloxy)-3,5a,6,7,8,8a-hexahydro-2H-cyclopenta[b]oxepin-2-yl]acrylate C[Si](OC[C@H]1[C@@H](C[C@@H]2O[C@H](CC=C[C@@H]21)/C=C/C(=O)OC(C)C)OC2OCCCC2)(C(C)(C)C)C